2-(6-(((1R,3R)-3-hydroxycyclohexyl)amino)pyridazin-3-yl)-3-methyl-5-(trifluoromethyl)phenol O[C@H]1C[C@@H](CCC1)NC1=CC=C(N=N1)C1=C(C=C(C=C1C)C(F)(F)F)O